C(#N)C1=CC(=C(C=C1)C1=CC=C(C=N1)CCNC(OC(C)(C)C)=O)CN1C=NC(=C1)C1=CC=CC=C1 tert-Butyl N-[2-[6-[4-cyano-2-[(4-phenylimidazol-1-yl)methyl]phenyl]pyridin-3-yl]ethyl]carbamate